C(C)(=O)OC1COC(C1)C(C(F)(F)F)=O 5-(2,2,2-trifluoroacetyl)tetrahydrofuran-3-yl acetate